1,4-dibutylpyridinium mesylate S(C)(=O)(=O)[O-].C(CCC)[N+]1=CC=C(C=C1)CCCC